6-(2,4-dichlorophenyl)-5-(((trifluoromethyl)sulfonyl)oxy)-7,8-dihydronaphthalene-2-carboxylic acid methyl ester COC(=O)C1=CC=2CCC(=C(C2C=C1)OS(=O)(=O)C(F)(F)F)C1=C(C=C(C=C1)Cl)Cl